5-ACETYLSALICYLAMIDE C(C)(=O)C1=CC=C(C(C(=O)N)=C1)O